2-bromo-3-(4-(2,4-difluorophenoxy)phenyl)-3-oxopropanamide BrC(C(=O)N)C(=O)C1=CC=C(C=C1)OC1=C(C=C(C=C1)F)F